7-(but-3-en-2-yl)3-methylbenzofuran-2(3H)-one CC(C=C)C1=CC=CC=2C(C(OC21)=O)C